4-ethyl-1,3-dioxolane-2-one C(C)C1OC(OC1)=O